C(C)(C)N1C(C2=C(C=C1)N(C=C2NC(OC(C)(C)C)=O)C)=O Tert-butyl (5-isopropyl-1-methyl-4-oxo-4,5-dihydro-1H-pyrrolo[3,2-c]pyridin-3-yl)carbamate